C1(=CC=CC=C1)C(C)NC1=NC=NC2=CC=C(C=C12)C=1C=C(C=NC1)NS(=O)(=O)C N-[5-[4-(1-phenylethylamino)quinazolin-6-yl]-3-pyridyl]methanesulfonamide